FC1=C(C=CC(=C1)OC1=CC(=NC=C1)N1CCC(CC1)(C)OC)NC1=NC=NC2=CC(=C(C=C12)NC1CCN(CC1)C(C=C)=O)OC 1-(4-((4-((2-fluoro-4-((2-(4-methoxy-4-methylpiperidin-1-yl)pyridin-4-yl)oxy)phenyl)amino)-7-methoxyquinazolin-6-yl)amino)piperidin-1-yl)prop-2-en-1-one